FC1=CC=C(C=C1)[C@H](NS(=O)(=O)C1=CC=C(C=C1)OC(F)(F)F)[C@@H]1OCCC1 N-((S)-(4-fluorophenyl)((R)-tetrahydrofuran-2-yl)methyl)-4-(trifluoromethoxy)benzenesulfonamide